1-({[(1R)-1-(3,5-Diethoxy-4-Methylphenyl)Ethyl][3-(2-Fluorophenyl)Propyl]Carbamoyl}Amino)-3,3-Difluorocyclobutane-1-Carboxylic Acid C(C)OC=1C=C(C=C(C1C)OCC)[C@@H](C)N(C(=O)NC1(CC(C1)(F)F)C(=O)O)CCCC1=C(C=CC=C1)F